ClC1=C(C(=O)NC=2C=C3C=C(N(C3=CC2)CCOC)C(=O)NC2=CC(=C(C=C2)F)F)C=C(C=C1)CNC(C(C)C)=O 5-(2-chloro-5-(isobutyrylaminomethyl)benzoylamino)-N-(3,4-difluorophenyl)-1-(2-methoxyethyl)-1H-indole-2-carboxamide